4-(1-bromoethyl)-2-(5-chloro-2,3-dihydro-1H-inden-2-yl)-6-methylisoindolin-1-one BrC(C)C1=C2CN(C(C2=CC(=C1)C)=O)C1CC2=CC=C(C=C2C1)Cl